NC=1C2=C(N(C(N1)=O)C=1C(=C(C#N)C=CC1)OC)N=C(C=C2)C(C)C 3-(4-amino-7-isopropyl-2-oxopyrido[2,3-d]pyrimidin-1(2H)-yl)-2-methoxybenzonitrile